C(CC)N(CCC)CC#CC1=CC=CC=C1 N,N-dipropyl-3-phenyl-2-propynylamine